6-(2-methoxypyrimidin-5-yl)-N-(1-phenylethyl)quinazolin-4-amine COC1=NC=C(C=N1)C=1C=C2C(=NC=NC2=CC1)NC(C)C1=CC=CC=C1